ClC=1C=C(C=CC1N1C(N(C=C1)C)=O)C1=C(C(=CC(=C1)F)C1=CC(=NC=C1)N1C[C@H](N[C@H](C1)C)C)O 1-(3-chloro-3'-(2-((3R,5S)-3,5-dimethylpiperazin-1-yl)pyridin-4-yl)-5'-fluoro-2'-hydroxy-[1,1'-biphenyl]-4-yl)-3-methyl-1H-imidazol-2(3H)-one